NCC[C@@H](C)NC(=O)C1=CC2=CC=CC(=C2C=C1)C1=CC=C(C=C1)C(F)(F)F (R)-N-(4-aminobutan-2-yl)-5-(4-(trifluoromethyl)phenyl)-2-naphthamide